2-chloro-N,N-dimethyl-4-(3-((S or R)-6-((S or R)-3,3,3-trifluoro-2-hydroxy-2-phenylpropanoyl)-6-azaspiro[2.5]octan-1-yl)propoxy)benzamide ClC1=C(C(=O)N(C)C)C=CC(=C1)OCCC[C@H]1CC12CCN(CC2)C([C@](C(F)(F)F)(C2=CC=CC=C2)O)=O |o1:16,25|